(3-chloro-2,4-dimethyl-5,7-dihydropyrrolo[3,4-b]pyridin-6-yl)-[(3R)-pyrrolidin-3-yl]methanone, dihydrochloride Cl.Cl.ClC=1C(=C2C(=NC1C)CN(C2)C(=O)[C@H]2CNCC2)C